2-(4-bromothiazol-2-yl)-2-methylpropionitrile BrC=1N=C(SC1)C(C#N)(C)C